3-((2-chloro-5-(trifluoromethyl)pyrimidin-4-yl)amino)tetrahydro-2H-pyran-4-carbonitrile ClC1=NC=C(C(=N1)NC1COCCC1C#N)C(F)(F)F